1-(2-amino-5-bromo-4-methoxyphenyl)ethan-1-one NC1=C(C=C(C(=C1)OC)Br)C(C)=O